3-(5-(difluoromethyl)-1,3,4-thiadiazol-2-yl)-8-(4-ethylpiperazin-1-yl)-N-(1-methylcyclopropyl)imidazo[1,2-a]pyridine-6-sulfonamide formate C(=O)O.FC(C1=NN=C(S1)C1=CN=C2N1C=C(C=C2N2CCN(CC2)CC)S(=O)(=O)NC2(CC2)C)F